FC1=CC=C(C=C1)[C@H]1[C@@H](C1)NCC1=NC(=NC(=C1)N1CCN(CC1)C)C1=CC=C(C#N)C=C1 4-(4-((((1R,2S)-2-(4-fluorophenyl)cyclopropyl)amino)methyl)-6-(4-methylpiperazin-1-yl)pyrimidin-2-yl)benzonitrile